(4Z)-2-[[(1R)-1-(Hydroxymethyl)-3-methyl-butyl]amino]-4-(quinoxalin-6-ylmethylene)-1H-imidazol-5-one OC[C@@H](CC(C)C)NC=1NC(/C(/N1)=C/C=1C=C2N=CC=NC2=CC1)=O